N-(4-(benzyloxy)-3-(1H-tetrazol-1-yl)phenyl)-1H-indazole-5-carboxamide C(C1=CC=CC=C1)OC1=C(C=C(C=C1)NC(=O)C=1C=C2C=NNC2=CC1)N1N=NN=C1